CC1(C23C(C4OC(OC4C1)C)C(C(CC2)C3)(C)C)C 2,2,6,10,10-Pentamethyl-5,7-dioxatetracyclo[9.2.1.01,9.04,8]tetradecane